tin naphthoate C1(=CC=CC2=CC=CC=C12)C(=O)[O-].[Sn+4].C1(=CC=CC2=CC=CC=C12)C(=O)[O-].C1(=CC=CC2=CC=CC=C12)C(=O)[O-].C1(=CC=CC2=CC=CC=C12)C(=O)[O-]